(1R,3R)-3-((S)-2-((6-Isopropoxypyrazin-2-yl)methyl)-6-(methoxycarbonyl)-7-methyl-6,7,8,9-tetrahydro-3H-imidazo[4,5-f]chinolin-3-yl)cyclohexan C(C)(C)OC1=CN=CC(=N1)CC=1N(C=2C(=C3CC[C@@H](N(C3=CC2)C(=O)OC)C)N1)C1CCCCC1